monoaminotetraphenylporphyrin NC1=C2NC(=C1)C(=C1C=CC(=N1)C(=C1C=CC(N1)=C(C=1C=CC(N1)=C2C2=CC=CC=C2)C2=CC=CC=C2)C2=CC=CC=C2)C2=CC=CC=C2